[1-(cyclopentylidenemethyl)cyclopropyl](trimethyl)-silane C1(CCCC1)=CC1(CC1)[Si](C)(C)C